N-[(3S)-2-oxopyrrolidin-3-yl]benzamide O=C1NCC[C@@H]1NC(C1=CC=CC=C1)=O